[isopropyl(methyl)amino]but-2-enoate C(C)(C)N(C)C(C(=O)[O-])=CC